(1-tert-butoxycarbonyl-1,2,3,6-tetrahydropyridin-4-yl)boronic acid pinacol ester C(C)(C)(C)OC(=O)N1CCC(=CC1)B1OC(C)(C)C(C)(C)O1